di-(3,5-dichloromethyl-phenyl)methylene(cyclopentadienyl)(3,6-di-tert-butylfluorenyl)zirconium dichloride [Cl-].[Cl-].ClCC=1C=C(C=C(C1)CCl)C(=[Zr+2](C1=CC(=CC=2C3=CC(=CC=C3CC12)C(C)(C)C)C(C)(C)C)C1C=CC=C1)C1=CC(=CC(=C1)CCl)CCl